CN(C(\C=C\CNCCOC1=NC=C(C=C1)\C(=C(\CC(F)(F)F)/C1=CC=CC=C1)\C=1C=C2C(=NNC2=CC1)F)=O)C (E)-N,N-Dimethyl-4-((2-((5-((Z)-4,4,4-trifluoro-1-(3-fluoro-1H-indazol-5-yl)-2-phenylbut-1-en-1-yl)pyridin-2-yl)oxy)ethyl)amino)but-2-en-amid